Ethyl 4-((4-(3,4-dichlorophenyl) thiazol-2-yl) thio)-1H-1,2,3-triazole-5-carboxylate ClC=1C=C(C=CC1Cl)C=1N=C(SC1)SC=1N=NNC1C(=O)OCC